[6-(5-cyclopropyl-4H-1,2,4-triazol-3-yl)-2-azaspiro[3.3]heptan-2-yl]-[3-[[4-(trifluoromethylsulfonyl)phenyl]methoxy]azetidin-1-yl]methanone C1(CC1)C=1NC(=NN1)C1CC2(CN(C2)C(=O)N2CC(C2)OCC2=CC=C(C=C2)S(=O)(=O)C(F)(F)F)C1